2'-[(1-{2,5-Diazaspiro[3.5]nonane-2-sulfonyl}piperidin-4-yl)amino]-7'-(2-methylcyclopentyl)spiro[cyclopropane-1,5'-pyrrolo[2,3-d]pyrimidin]-6'-one C1N(CC12NCCCC2)S(=O)(=O)N2CCC(CC2)NC=2N=CC1=C(N2)N(C(C12CC2)=O)C2C(CCC2)C